C[Si](C)(C)C#CC1=CN(C2=NC=CC=C21)C(=O)OC(C)(C)C tert-Butyl 3-((trimethylsilyl)ethynyl)-1H-pyrrolo[2,3-b]pyridine-1-carboxylate